ethylhafnium (IV) C(C)[Hf+3]